COCCOC(=O)/N=N\C(=O)OCCOC di-2-methoxyethyl azodicarboxylate